myo-inositol 4,5-bisphosphate [C@H]1([C@@H]([C@@H]([C@H]([C@@H]([C@H]1O)OP(=O)(O)O)OP(=O)(O)O)O)O)O